C(C1=CC=CC=C1)OC=1C=C2C(=NC(=NC2=CC1)NC1=CC=C(C=C1)OC(F)F)C(F)(F)F 6-benzyloxy-N-(4-difluoromethoxyphenyl)-4-trifluoromethylquinazolin-2-amine